tert-butyl N-(5,8,11,14-tetraoxa-2-azahexadecan-16-yl)carbamate CNCCOCCOCCOCCOCCNC(OC(C)(C)C)=O